(R)-ethyl nipecotate N1C[C@H](C(=O)OCC)CCC1